(3S,5R)-1-(tert-butoxycarbonyl)-5-(methoxycarbonyl)piperidine-3-carboxylic acid C(C)(C)(C)OC(=O)N1C[C@H](C[C@H](C1)C(=O)OC)C(=O)O